C(C)OC(C[N+]#[C-])OCC 2,2-diethoxy-1-isocyanoethane